C(C)(C)C1=C(NC2=CC=C(C=C12)C1CN(C1)C(=O)OC(C)(C)C)C=1C=C(C=2N(C1)N=CN2)C tert-butyl 3-(3-isopropyl-2-(8-methyl-[1,2,4]triazolo[1,5-a]pyridin-6-yl)-1H-indol-5-yl)azetidine-1-carboxylate